FC1(OC2=C(O1)C=CC(=C2)N(C(=O)C=2C=C(C=CC2)N2N=C(C=1CCC[C@@H](C21)OC2=CC=C(C(=O)O)C=C2)C(F)(F)F)C)F |o1:26| (S) or (R)-4-[[1-[3-[(2,2-difluoro-1,3-benzodioxol-5-yl)-methylcarbamoyl]phenyl]-3-(trifluoromethyl)-4,5,6,7-tetrahydroindazol-7-yl]oxy]benzoic acid